N-((5-fluoro-2,3-dihydrobenzofuran-4-yl)methyl)-8-(1,2,3,4-tetrahydroisoquinolin-6-yl)pyrido[3,4-d]pyridazin-5-amine FC=1C=CC2=C(CCO2)C1CNC1=NC=C(C=2C1=CN=NC2)C=2C=C1CCNCC1=CC2